(2S,3S)-ethyl 3-((2-(5-fluoro-1-tosyl-1H-pyrrolo[2,3-b]pyridin-3-yl)-7-isopropyl-7H-pyrrolo[2,3-d]pyrimidin-4-yl)amino)bicyclo[2.2.2]octane-2-carboxylate FC=1C=C2C(=NC1)N(C=C2C=2N=C(C1=C(N2)N(C=C1)C(C)C)N[C@@H]1[C@H](C2CCC1CC2)C(=O)OCC)S(=O)(=O)C2=CC=C(C)C=C2